tryptophanyl-glycine N[C@@H](CC1=CNC2=CC=CC=C12)C(=O)NCC(=O)O